BrC1=CC2=CC(=CC=C2C=C1)CBr 2-bromo-7-(bromomethyl)naphthalene